O=C1N(C=CC(N1)=O)CC1(CC1)C#N 1-((2,4-dioxo-3,4-dihydropyrimidin-1(2H)-yl)methyl)cyclopropanecarbonitrile